N-(2,6-dimethyl-4-(6-(methylsulfonyl)-3,4-dihydroisoquinolin-2(1H)-yl)phenyl)-3,3-dimethylbutyramide CC1=C(C(=CC(=C1)N1CC2=CC=C(C=C2CC1)S(=O)(=O)C)C)NC(CC(C)(C)C)=O